ClC=1C(=CC(=NC1)OC)C1=CC(=NN1)C(=O)N1CCC(CC1)C(=O)NCC1=NC=C(C=N1)C(F)(F)F (5-(5-chloro-2-methoxypyridin-4-yl)-1H-pyrazole-3-carbonyl)-N-((5-(trifluoromethyl)pyrimidin-2-yl)methyl)piperidine-4-carboxamide